(S)-1-(2-benzoylhydrazine-1-carbonyl)-N-(pyridin-3-yl)pyrrolidine-2-carboxamide C(C1=CC=CC=C1)(=O)NNC(=O)N1[C@@H](CCC1)C(=O)NC=1C=NC=CC1